C(C)(C)(C)OC(=O)NCCC(=O)NC=1N=C(N(C1)C)C(=O)NC=1C=C(N(C1)C)C(=O)NCCC(=O)NC=1N=C(N(C1)C)C(=O)OCC Ethyl 4-(3-[[4-(4-[3-[(tert-butoxycarbonyl)amino] propanamido]-1-methylimidazole-2-amido)-1-methylpyrrol-2-yl]formamido] propanamido)-1-methylimidazole-2-carboxylate